tert-butyl 3-(6-methoxy-5-nitropyridin-3-yl)-5,6-dihydropyridine-1(2H)-carboxylate COC1=C(C=C(C=N1)C=1CN(CCC1)C(=O)OC(C)(C)C)[N+](=O)[O-]